ethyl 2-[(4-benzyloxy-3,5-dichloro-benzoyl)amino]-3-oxo-pentanoate C(C1=CC=CC=C1)OC1=C(C=C(C(=O)NC(C(=O)OCC)C(CC)=O)C=C1Cl)Cl